1-[6-[5-cyclopropyl-3-(trifluoromethyl)pyrazol-1-yl]pyridin-3-yl]methanamine C1(CC1)C1=CC(=NN1C1=CC=C(C=N1)CN)C(F)(F)F